OC(CC(=O)[O-])C beta-hydroxy-butyrate